COC1=CC2=CC3=C(C(OC3)=O)C(=C2C=C1OC)B1OC(C(O1)(C)C)(C)C 6,7-dimethoxy-9-(4,4,5,5-tetramethyl-1,3,2-dioxaborolan-2-yl)naphtho[2,3-c]furan-1(3H)-one